C[Si](OC(C(C1=CC=CC=C1)(C1=CC=CC=C1)O[Si](C)(C)C)(C1=CC=CC=C1)C1=CC=CC=C1)(C)C 1,2-bis(trimethylsilyloxy)-1,1,2,2-tetraphenylethane